CN(C(O)=O)C.CNC dimethyl-amine N,N-dimethyl-carbamate